5-(3-carboxy-4-hydroxyphenyl)-2-hydroxybenzoic acid C(=O)(O)C=1C=C(C=CC1O)C=1C=CC(=C(C(=O)O)C1)O